C1(C(=CC(C(=C1)S(=O)(=O)O)=O)S(=O)(=O)O)=O 1,4-benzoquinone-2,5-disulfonic acid